racemic-3-((3,3-dibutyl-7-(methylthio)-1,1-dioxido-5-phenyl-2,3,4,5-tetrahydro-1,5-benzothiazepin-8-yl)oxy)-2-hydroxypropanoic acid C(CCC)C1(CS(C2=C(N(C1)C1=CC=CC=C1)C=C(C(=C2)OC[C@H](C(=O)O)O)SC)(=O)=O)CCCC |r|